(Z)-2-(2-Difluoromethoxybenzoyl)-3-(dimethylamino)acrylic acid methyl ester COC(\C(=C/N(C)C)\C(C1=C(C=CC=C1)OC(F)F)=O)=O